2,3,4,5-tetrahydro-pyridin N=1CCCCC1